2-[(1-methyl-1H-indol-3-yl)methyl]benzoic acid CN1C=C(C2=CC=CC=C12)CC1=C(C(=O)O)C=CC=C1